2-((1S,3R)-2-(3-((tert-butyldiphenylsilyl)oxy)-2,2-difluoropropyl)-3-methyl-2,3,4,9-tetrahydro-1H-pyrido[3,4-b]indol-1-yl)-5-((1-(3-fluoropropyl)azetidin-3-yl)methyl)thiazole [Si](C1=CC=CC=C1)(C1=CC=CC=C1)(C(C)(C)C)OCC(CN1[C@@H](C=2NC3=CC=CC=C3C2C[C@H]1C)C=1SC(=CN1)CC1CN(C1)CCCF)(F)F